(2R)-N-(3-{5-fluoro-2-[(3-methoxy-1-methyl-1H-pyrazol-4-yl)amino]pyrimidin-4-yl}-1H-indol-7-yl)-2-(4-methylpiperazin-1-yl)butanamide FC=1C(=NC(=NC1)NC=1C(=NN(C1)C)OC)C1=CNC2=C(C=CC=C12)NC([C@@H](CC)N1CCN(CC1)C)=O